N,N-bis(4-methoxybenzyl)-1H-pyrrole-3-sulfonamide COC1=CC=C(CN(S(=O)(=O)C2=CNC=C2)CC2=CC=C(C=C2)OC)C=C1